[N+](=O)([O-])C1=C(C=CC=C1)Br nitrobromobenzene